tert-Butyl (3R,4S)-4-((4-chloro-5-cyanopyrimidin-2-yl)amino)-3-methylpiperidine-1-carboxylate ClC1=NC(=NC=C1C#N)N[C@@H]1[C@@H](CN(CC1)C(=O)OC(C)(C)C)C